ethyl 2-((2R,4R)-4-((((9H-fluoren-9-yl)methoxy)carbonyl)amino) pyrrolidin-2-yl)thiazole-4-carboxylate C1=CC=CC=2C3=CC=CC=C3C(C12)COC(=O)N[C@@H]1C[C@@H](NC1)C=1SC=C(N1)C(=O)OCC